C1(CC1)CN1C(=CC=2C1=NC=CC2)C2=NN1C(C(=CC(=C1)C(=O)O)OC)=C2C 2-(1-(Cyclopropylmethyl)-1H-pyrrolo[2,3-b]pyridin-2-yl)-4-methoxy-3-methylpyrazolo[1,5-a]pyridine-6-carboxylic acid